O1COC2=C1C=CC(=C2)C=CC=CC(=O)N2CCCCC2 1-[5-(1,3-benzodioxol-5-yl)-1-oxo-2,4-pentadienyl]-piperidine